BrC=1SC(=C(N1)C)N1CC2(CN(C2)C(=O)OC(C)(C)C)C1 tert-butyl 6-(2-bromo-4-methylthiazol-5-yl)-2,6-diazaspiro[3.3]heptane-2-carboxylate